3-(1,1-dimethylheptyl)-6,6a,7,8,10,10a-hexahydro-1-hydroxy-6,6-dimethyl-9H-dibenzo[b,d]pyran-9-one CC(CCCCCC)(C)C=1C=C(C2=C(OC(C3C2CC(CC3)=O)(C)C)C1)O